4-[5-[(1S)-2-amino-1-hydroxyethyl]pyrimidin-2-yl]-3-[2-methyl-5-(1,3-thiazol-2-yl)pyrazol-3-yl]oxybenzonitrile NC[C@@H](O)C=1C=NC(=NC1)C1=C(C=C(C#N)C=C1)OC=1N(N=C(C1)C=1SC=CN1)C